OCCNC(C=C(SC)SC)=O N-(2-hydroxyethyl)-3,3-bis(methylthio)-propenamide